methyl cis-2-((2'-methylbiphenyl-3-yl)methyl)-3-((methylsulfonyl)amino)piperidine-1-carboxylate CC1=C(C=CC=C1)C1=CC(=CC=C1)C[C@@H]1N(CCC[C@@H]1NS(=O)(=O)C)C(=O)OC